(R)-N-(3,3-Difluoro-1-methylpiperidin-4-yl)-6-fluoro-4-methoxy-5-(1-(2,2,2-trifluoroethyl)-1H-benzo[d][1,2,3]triazol-6-yl)pyrrolo[2,1-f][1,2,4]triazin-2-amine FC1(CN(CC[C@H]1NC1=NN2C(C(=N1)OC)=C(C(=C2)F)C=2C=CC1=C(N(N=N1)CC(F)(F)F)C2)C)F